2-phenyl-1-thiocyano-2-propanol C1(=CC=CC=C1)C(CSC#N)(C)O